2-(3-amino-1-(1-(5-(piperidin-4-yl)pyrimidin-2-yl)piperidin-4-yl)-1H-pyrazolo[4,3-c]pyridazin-6-yl)phenol NC1=NN(C2=C1N=NC(=C2)C2=C(C=CC=C2)O)C2CCN(CC2)C2=NC=C(C=N2)C2CCNCC2